C1(CC1)C=1C(=CC(=C(C(=O)N=C2NCCN2)C1)F)NC1=CC(=CC=C1)C(NC(C)C)=O 5-cyclopropyl-2-fluoro-N-[imidazolidin-2-ylidene]-4-({3-[(propan-2-yl)carbamoyl]phenyl}amino)benzamide